6-{5-Bromo-4-chloropyrrolo[2,3-d]pyrimidin-7-yl}-2,2-dimethyl-tetrahydro-3aH-cyclopenta[d][1,3]dioxole-4-carbaldehyde BrC1=CN(C=2N=CN=C(C21)Cl)C2CC(C1C2OC(O1)(C)C)C=O